NCCCNCCCNCCCCN N-{3-[(3-aminopropyl)amino]propyl}butane-1,4-diamine